CC1=C(C=CC=C1)NC(CNCC1=C(C=CC=C1)N)=O N-(2-methylphenyl)-2-((2-aminobenzyl)amino)acetamide